(1S,2R,3S)-N-[7-chloro-6-[4-((3S,4S)-4-fluoro-3-methyl-tetrahydrofuran-3-yl)piperazin-1-yl]-3-isoquinolinyl]-2-ethyl-3-(2-pyridinyl)cyclopropanecarboxamide ClC1=C(C=C2C=C(N=CC2=C1)NC(=O)[C@H]1[C@@H]([C@@H]1C1=NC=CC=C1)CC)N1CCN(CC1)[C@]1(COC[C@H]1F)C